2-(4-(4-acryloyl-piperazin-1-yl)-6-chloro-8-fluoro-7-(2-fluoro-6-hydroxyphenyl)quinazolin-2-yloxy)-N,N-dimethyl-acetamide C(C=C)(=O)N1CCN(CC1)C1=NC(=NC2=C(C(=C(C=C12)Cl)C1=C(C=CC=C1O)F)F)OCC(=O)N(C)C